3-(1,4-diazabicyclo[3.2.2]nonan-4-yl)-6-[11C]methoxydibenzo[b,d]thiophene 5,5-dioxide N12CCN(C(CC1)CC2)C=2C=CC1=C(S(C3=C1C=CC=C3O[11CH3])(=O)=O)C2